CN(C(COC(C1=CC(=C(C(=C1)OC)OC)OC)=O)(CC)C1=CC=CC=C1)C [2-(dimethylamino)-2-phenylbutyl]-3,4,5-trimethoxybenzoate